(S)-N-(4-(4-amino-2,7-dimethyl-7H-pyrrolo[2,3-d]pyrimidin-5-yl)-2-fluoro-3-methylphenyl)-2-(3-fluorophenyl)-2-hydroxyacetamide NC=1C2=C(N=C(N1)C)N(C=C2C2=C(C(=C(C=C2)NC([C@@H](O)C2=CC(=CC=C2)F)=O)F)C)C